ethyl 4-bromo-8-(3,5-dichlorophenyl)-7-fluoroquinoline-3-carboxylate BrC1=C(C=NC2=C(C(=CC=C12)F)C1=CC(=CC(=C1)Cl)Cl)C(=O)OCC